CC1(CCC(CC1)NC1=NN2C(C=N1)=C(C=C2)C2=CC=1N(C=C2)N=CC1)O Trans-1-methyl-4-((5-(pyrazolo[1,5-a]pyridin-5-yl)pyrrolo[2,1-f][1,2,4]triazin-2-yl)amino)cyclohexan-1-ol